tert-butyl 6-((4-(((tert-butoxycarbonyl) amino) methyl)-1H-pyrazol-1-yl) methyl)-4-methoxy-3-((2-methoxyphenyl) sulphonamido)-1H-indazole-1-carboxylate C(C)(C)(C)OC(=O)NCC=1C=NN(C1)CC1=CC(=C2C(=NN(C2=C1)C(=O)OC(C)(C)C)NS(=O)(=O)C1=C(C=CC=C1)OC)OC